3-methylimidazole hypophosphite [PH2](=O)O.CN1C=NC=C1